Tert-butyl (2S)-1-(1-isobutyl-3,4-dihydro-1H-pyrido[3,4-b]indol-2(9H)-yl)-1-oxo-6-(2,2,2-trifluoroacetamido)hexan-2-ylcarbamate C(C(C)C)C1N(CCC2=C1NC1=CC=CC=C21)C([C@H](CCCCNC(C(F)(F)F)=O)NC(OC(C)(C)C)=O)=O